C1(CC1)C(=O)NC1=NC=C(C(=O)NOC)C(=C1)NC1=C(C(=CC=C1)C(F)(F)F)N(S(=O)(=O)C)C 6-(Cyclopropanecarboxamido)-N-methoxy-4-((2-(N-methylmethanesulfonamido)-3-(trifluoromethyl)phenyl)amino)nicotinamide